methyl N-[5-[6-(6-fluoro-3,4-dihydro-2H-quinoline-1-carbonyl)-4-methyl-benzimidazol-1-yl]-2-pyridyl]carbamate FC=1C=C2CCCN(C2=CC1)C(=O)C=1C=C(C2=C(N(C=N2)C=2C=CC(=NC2)NC(OC)=O)C1)C